C(=C)C1CCCCC1 VINYLCYCLOHEXANE